N-(4-(1H-pyrazol-1-yl)benzyl)-3-(2-(2-(benzyloxy)ethoxy)ethoxy)-N-(3-methoxybenzyl)aniline N1(N=CC=C1)C1=CC=C(CN(C2=CC(=CC=C2)OCCOCCOCC2=CC=CC=C2)CC2=CC(=CC=C2)OC)C=C1